CN1CCN(CC1)C(=O)O[C@@H]1CC[C@H](CC1)C(N(C[C@@H]1CC[C@H](CC1)C1=CC(=C(C=C1)OC)C)C1=NC=CC(=C1)C1=CN=C(S1)C1CC1)=O trans-4-((4-(2-Cyclopropylthiazol-5-yl) pyridin-2-yl)(((trans)-4-(4-methoxy-3-methylphenyl) cyclohexyl)methyl) carbamoyl)cyclohexyl 4-methylpiperazine-1-carboxylate